BrCCCC(COC1OCCCC1)(C)C 2-(5-bromo-2,2-dimethylpentyloxy)-tetrahydropyran